7-fluoro-1-methyl-2-(4-(methylsulfonyl)phenyl)-5-(1-(8-(oxetan-3-yl)-8-azabicyclo[3.2.1]oct-3-yl)piperidin-4-yl)-1H-benzo[d]imidazole FC1=CC(=CC2=C1N(C(=N2)C2=CC=C(C=C2)S(=O)(=O)C)C)C2CCN(CC2)C2CC1CCC(C2)N1C1COC1